ClCC(=O)N1C2=C(OC(C1)C(=O)O)C=CC=C2 4-(2-chloroacetyl)-3,4-dihydro-2H-benzo[b][1,4]oxazine-2-carboxylic acid